(2S)-2-(Boc-amino)-1-butanol C(=O)(OC(C)(C)C)N[C@H](CO)CC